ClC=1C(=CC=2C(=C3C(=NC2C1)C1=CC2=C(C(N1C3)=O)COC([C@]2(O)CC)=O)CNC(C[C@@H](C)O)=O)C (R)-N-(((S)-8-chloro-4-ethyl-4-hydroxy-9-methyl-3,14-dioxo-3,4,12,14-tetrahydro-1H-pyrano[3',4':6,7]indolizino[1,2-b]quinolin-11-yl)methyl)-3-hydroxybutanamide